C(C)(C)(C)OC(=O)N1C[C@@H](CCC1)C(NC=1N=CC2=CC(=NC(=C2C1)NC(C)C)[C@@H](C)O)=O (R)-3-((7-((R)-1-hydroxyethyl)-5-(isopropylamino)-2,6-naphthyridin-3-yl)carbamoyl)piperidine-1-carboxylic acid tert-butyl ester